9-(3-hydroxypropyl)phosphabicyclo[3.3.1]nonane OCCCC1P2CCCC1CCC2